N1C(=NC=C1)NC1=NC=C(C(=O)N(CC2=NC=C(C=C2)C(F)(F)F)C(C)C2=NC=CC=N2)C=C1 6-((1H-imidazol-2-yl)amino)-N-(1-(pyrimidin-2-yl)ethyl)-N-((5-(trifluoromethyl)pyridin-2-yl)methyl)nicotinamide